N-(2-cyclopropoxy-4-methyl-5-(4-(4-((6-(trifluoromethyl)pyridazin-3-yl)oxy)phenyl)piperidine-1-carbonyl)phenyl)-1-phenylmethanesulfonamide C1(CC1)OC1=C(C=C(C(=C1)C)C(=O)N1CCC(CC1)C1=CC=C(C=C1)OC=1N=NC(=CC1)C(F)(F)F)NS(=O)(=O)CC1=CC=CC=C1